4-((1H-pyrazol-1-yl)methyl)-N-((2,6-dimethoxyphenyl)sulfonyl)-2-methoxybenzamide N1(N=CC=C1)CC1=CC(=C(C(=O)NS(=O)(=O)C2=C(C=CC=C2OC)OC)C=C1)OC